NCC=1OC2=CC=C(C=C2C(C1C1=CC=CC=C1)=O)Br 2-(Aminomethyl)-6-bromo-3-phenyl-4H-chromen-4-one